C1(CC1)CN1N=CC(=C1)CC=1C(=NN(C1)CC1=CC=C(C=C1)OC)I 4-((1-(cyclopropylmethyl)-1H-pyrazol-4-yl)methyl)-3-Iodo-1-(4-methoxybenzyl)-1H-pyrazole